8-bromo-7-chloro-6-(3-fluoro-2-pyridyl)-1-pyridazin-3-yl-4H-[1,2,4]triazolo[4,3-a][1,4]benzodiazepine BrC=1C=CC2=C(C(=NCC=3N2C(=NN3)C=3N=NC=CC3)C3=NC=CC=C3F)C1Cl